C(C1=CC=CC=C1)N1CCC(CC1)C1=C(OC=C1)C(=O)NC1=CC=C(C=C1)C (1-Benzylpiperidin-4-yl)-N-(4-methylphenyl)-2-furamide